CN1C=NC=C1C1=NOC=N1 3-(1-methyl-1H-imidazol-5-yl)-1,2,4-oxadiazol